1-Methyl-2-(6-trifluoromethoxy-benzothiazol-2-ylamino)-1H-benzoimidazole-5-carboxylic acid (1-dimethylcarbamoyl-1-methyl-ethyl)-amide CN(C(=O)C(C)(C)NC(=O)C1=CC2=C(N(C(=N2)NC=2SC3=C(N2)C=CC(=C3)OC(F)(F)F)C)C=C1)C